N-[1-[[4-(trifluoromethylsulfonyl)phenyl]methyl]-4-piperidyl]prop-2-enamide FC(S(=O)(=O)C1=CC=C(C=C1)CN1CCC(CC1)NC(C=C)=O)(F)F